4-(3-methylanilino)pyridine CC=1C=C(NC2=CC=NC=C2)C=CC1